(4R)-4-[[6-[2-hydroxy-6-methyl-4-(trifluoromethyl)phenyl]pyrazolo[3,4-b]pyridin-2-yl]methyl]-1-methyl-imidazolidin-2-one OC1=C(C(=CC(=C1)C(F)(F)F)C)C=1C=CC=2C(N1)=NN(C2)C[C@@H]2NC(N(C2)C)=O